N-{[2-(2,6-dioxo(3-piperidyl))-1,3-dioxoisoindolin-4-yl]methyl}(benzylamino)carboxamide O=C1NC(CCC1N1C(C2=CC=CC(=C2C1=O)CNC(=O)NCC1=CC=CC=C1)=O)=O